O1CCC(=CC1)N1C=NC(=C1)C1=CC=C(C=C1)F (3,6-dihydro-2H-pyran-4-yl)-4(s)-(4-fluorophenyl)-1H-imidazole